C(C1=CC=CC=C1)O[C@@H]1[C@H](O[C@@H]([C@H]([C@H]1OCC1=CC=CC=C1)OCC1=CC=CC=C1)OC)COCC1=CC=CC=C1 (2r,3r,4s,5s,6s)-3,4,5-tris(benzyloxy)-2-((benzyloxy)methyl)-6-methoxytetrahydro-2H-pyran